BrC1=CC(=C(C(=C1)[N+](=O)[O-])N[C@H]1[C@H](CCCC1)NC(=O)C1=CC(NC2=CC=CC=C12)=O)C(=O)N1CCC(CC1)(F)F N-((1S,2R)-2-((4-bromo-2-(4,4-difluoropiperidine-1-carbonyl)-6-nitrophenyl)amino)cyclohexyl)-2-oxo-1,2-dihydroquinoline-4-carboxamide